FC1=CC=C2C(=CN(C2=C1)C)C=1C2=C(N=C(N1)NC1=CC(=C(C=C1)F)[N+](=O)[O-])N(C=C2)S(=O)(=O)C2=CC=C(C)C=C2 4-(6-fluoro-1-methyl-1H-indol-3-yl)-N-(4-fluoro-3-nitrophenyl)-7-tosyl-7H-pyrrolo[2,3-d]pyrimidin-2-amine